(1R,2R)-2-(4-cyanophenyl)cyclopropane-1-carboxylic acid C(#N)C1=CC=C(C=C1)[C@H]1[C@@H](C1)C(=O)O